C(C=C)(=O)OC[C@H](OC(C=C)=O)[C@@H](OC(C=C)=O)[C@H](OC(C=C)=O)[C@H](OC(C=C)=O)COC(C=C)=O sorbitol hexa-acrylate